C(C)(C)(C)OC(=O)N1CCN(CC1)CCNCCCCCCCCCCCCCC tert-butyl-4-(2-(tetradecylamino)ethyl)piperazine-1-carboxylate